[(2S,3R,4R,5S)-5-benzoyloxy-4-(imidazole-1-carbothioyloxy)-6-methoxy-2-methyl-tetrahydropyran-3-yl] benzoate C(C1=CC=CC=C1)(=O)O[C@@H]1[C@@H](OC([C@H]([C@@H]1OC(=S)N1C=NC=C1)OC(C1=CC=CC=C1)=O)OC)C